2-(4-chlorobenzyl)-5-methoxyisoindolin-1-one ClC1=CC=C(CN2C(C3=CC=C(C=C3C2)OC)=O)C=C1